ClC1=CC=C(C(=O)Cl)C=C1 p-chlorobenzoyl chloride